2,2''-difluoro-5,5''-bis(pyridin-2-yl)-[1,1':2',1''-terphenyl]-3',6'-diol FC1=C(C=C(C=C1)C1=NC=CC=C1)C1=C(C(=CC=C1O)O)C1=C(C=CC(=C1)C1=NC=CC=C1)F